C(C)(C)(C)OC(=O)N1S(OCC1C(=O)OCC1=CC=CC=C1)(=O)=O 2,2-dioxooxathiazolidine-3,4-dicarboxylic acid 4-O-benzyl 3-O-tert-butyl ester